NC1=NC=C(C=C1C1=NC=C(C=C1)C(=O)N(C)C)C1=CN=NC=C1 2'-amino-N,N-dimethyl-5'-(pyridazin-4-yl)-[2,3'-bipyridine]-5-carboxamide